C(C(C)C)[C@H]1C(NC[C@H]2N1C([C@@H](N(C2)CCCC(C)C)C=CC(=O)N)=O)=O 3-((3S,6S,9aR)-6-isobutyl-2-(4-methylpentyl)-4,7-dioxooctahydro-2H-pyrazino[1,2-a]pyrazin-3-yl)propenamide